N1C(=NCCC1)NC1CCNCC1 4-((1,4,5,6-tetrahydropyrimidin-2-yl)amino)piperidine